5-methylthiothiophene-2-carbaldehyde CC1=CC=C(S1)C=S